2-(2,6-dioxo-3-piperidinyl)-5-[4-[[4-[[(2R)-morpholin-2-yl]methyl]piperazin-1-yl]methyl]-1-piperidinyl]isoindoline-1,3-dione O=C1NC(CCC1N1C(C2=CC=C(C=C2C1=O)N1CCC(CC1)CN1CCN(CC1)C[C@H]1CNCCO1)=O)=O